[N+](=O)([O-])C=1C(=NC(=CC1)N1N=CC=C1)NC=1C=C2C(C[C@@H](C2=CC1)NC(OC(C)(C)C)=O)=O tert-butyl (S)-(5-((3-nitro-6-(1H-pyrazol-1-yl)pyridin-2-yl)amino)-3-oxo-2,3-dihydro-1H-inden-1-yl)carbamate